(2S)-1-((R) or (S)-2-(3-chlorobenzyl)piperidin-1-yl)-3-(4-(methylsulfonyl)phenoxy)propan-2-ol ClC=1C=C(C[C@@H]2N(CCCC2)C[C@@H](COC2=CC=C(C=C2)S(=O)(=O)C)O)C=CC1 |o1:5|